propyl-3-methylimidazole tosylate S(=O)(=O)(O)C1=CC=C(C)C=C1.C(CC)C1=NC=CN1C